t-butyl-(3-iodophenoxy)bis(methyl)silane C(C)(C)(C)[Si](C)(C)OC1=CC(=CC=C1)I